COC(=O)C1=NC2=C(N1)C=CC(=C2)N2N=CC(=C2N)C(=O)C=2N(C1=CC=CC=C1C2)S(=O)(=O)C2=CC=CC=C2 Methyl-5-(5-amino-4-(1-(phenylsulfonyl)-1H-indole-2-carbonyl)-1H-pyrazol-1-yl)-1H-benzo[d]imidazol-2-carboxylate